cis-trans-butene C=CCC